C(C)(C)(C)C(C(=O)O)OS(=O)(=O)C1=CC=C(C)C=C1.COC(C(OS(=O)(=O)C1=CC=C(C)C=C1)C(C)(C)C)=O tert-butyl-alpha-(p-toluenesulfonyloxy)-acetic acid methyl ester (t-butyl-alpha-(p-toluenesulfonyloxy)-acetate)